trans-tert-Butyl (4-(3-((cyclopropylmethyl)amino)-8-((4-methylpiperazin-1-yl)methyl)-6-oxopyrimido[4,5-c]isoquinolin-5(6H)-yl)cyclohexyl)carbamate C1(CC1)CNC=1N=CC2=C(N(C(C=3C=C(C=CC23)CN2CCN(CC2)C)=O)[C@@H]2CC[C@H](CC2)NC(OC(C)(C)C)=O)N1